2-[(4-{6-[(4-chloro-2-fluorobenzyl)oxy]pyridin-2-yl}piperidin-1-yl)methyl]-1-[(5-ethyl-1,2,4-oxadiazol-3-yl)methyl]-1H-benzimidazole-6-carboxylic acid ClC1=CC(=C(COC2=CC=CC(=N2)C2CCN(CC2)CC2=NC3=C(N2CC2=NOC(=N2)CC)C=C(C=C3)C(=O)O)C=C1)F